2-methyl-ethanone CCC=O